[N+](=O)([O-])C1=CC=C(C(=C1)OC)O.[Na] sodium 5-nitro-guaiacol